O1CCC(=CC1)CN1C=NC2=CC=CC=C2C1=O 3-((3,6-dihydro-2H-pyran-4-yl)methyl)quinazolin-4(3H)-one